C(C1=CC=CC=C1)OCC(C(=O)O)(CCCC(CO)(C)C)C1=CC(=CC=C1)Br 2-((Benzyloxy)methyl)-2-(3-bromophenyl)-7-hydroxy-6,6-dimethylheptanoic acid